(4S)-4,11-diethyl-3,14-dioxo-3,4,12,14-tetrahydro-1H-pyrano[3',4':6,7]indolizino[1,2-b]quinolin C(C)[C@@H]1C(OCC=2C(N3CC=4C(=NC=5C=CC=CC5C4CC)C3=CC21)=O)=O